(E)-3-(benzenesulfonyl)-1-(p-chlorophenyl)-2-propen-1-one C1(=CC=CC=C1)S(=O)(=O)/C=C/C(=O)C1=CC=C(C=C1)Cl